copper(II) bis(trifluoromethanesulfonyl)imide chloride [Cl-].[N-](S(=O)(=O)C(F)(F)F)S(=O)(=O)C(F)(F)F.[Cu+2]